C(=C)C1N(CCNC1)CCN 2-(2-vinylpiperazin-1-yl)ethan-1-amine